ClC1=CC(=C(CNC2CC3=C(C=CC(=C3CC2)OC)OC)C=C1)C N-(4-chloro-2-methylbenzyl)-5,8-dimethoxy-1,2,3,4-tetrahydronaphthalen-2-amine